2-(2-((5-Bromo-2-((2-methoxy-5-(3-methoxypropyl)-4-(4-(4-methylpiperazin-1-yl)Piperidin-1-yl)phenyl)amino)pyrimidin-4-yl)amino)-4-fluorophenyl)propan-2-ol BrC=1C(=NC(=NC1)NC1=C(C=C(C(=C1)CCCOC)N1CCC(CC1)N1CCN(CC1)C)OC)NC1=C(C=CC(=C1)F)C(C)(C)O